C(C)(C)(C)C=1C=C(C=2NC3=CC=C(C=C3C2C1)C(C)(C)C)Cl 3,6-di-tert-butyl-1-chloro-carbazole